NC=1C(=C(C=C2C=C(N=CC12)NC(O[C@@H]1[C@@H](CN(CC1)CC(F)F)F)=O)C1=C(C2=C(OCCN2)N=C1)C)F (3R,4S)-1-(2,2-difluoroethyl)-3-fluoropiperidin-4-yl (8-amino-7-fluoro-6-(8-methyl-2,3-dihydro-1H-pyrido[2,3-b][1,4]oxazin-7-yl)isoquinolin-3-yl)carbamate